FC(OCCNCC=1C=C(C=2N(C(C(=CN2)I)=O)C1)C(F)(F)F)F 7-(((2-(difluoromethoxy)ethyl)amino)methyl)-3-iodo-9-(trifluoromethyl)-4H-pyrido[1,2-a]pyrimidin-4-one